C(C=C)(=O)OCC(C)(COC(C=C)=O)N=C=O 1,1-bis(acryloxymethyl)ethyl isocyanate